6-((2R,4R)-2,5-diamino-4-fluoropentyl)-11-fluoro-5,8-dihydrobenzo[5,6]azepino[3,4-b]indol-7(6H)-one hydrochloride salt Cl.N[C@@H](CN1C(C=2NC=3C=CC(=CC3C2C2=C(C1)C=CC=C2)F)=O)C[C@H](CN)F